N-(3-(difluoromethyl)-1-((1R,4R)-4-formylcyclohexyl)-1H-pyrazol-4-yl)-5-(2-oxo-6-azaspiro[3.3]heptan-6-yl)pyrazolo[1,5-a]pyrimidine-3-carboxamide FC(C1=NN(C=C1NC(=O)C=1C=NN2C1N=C(C=C2)N2CC1(CC(C1)=O)C2)C2CCC(CC2)C=O)F